(2-phenylethyl)decanamide C1(=CC=CC=C1)CCC(C(=O)N)CCCCCCCC